1-(9Z-octadecenoyl)-2-(7Z,10Z,13Z,16Z-docosatetraenoyl)-glycero-3-phospho-(1'-sn-glycerol) CCCCCCCC/C=C\CCCCCCCC(=O)OC[C@H](COP(=O)(O)OC[C@H](CO)O)OC(=O)CCCCC/C=C\C/C=C\C/C=C\C/C=C\CCCCC